CC=1N(N=C2C1N(C(N=C2)=O)C)C2OCCCC2 3,4-dimethyl-2-(tetrahydro-2H-pyran-2-yl)-2,4-dihydro-5H-pyrazolo[4,3-d]Pyrimidin-5-one